OCC=1OC2=C(C1C)C=C(C=C2)S(=O)(=O)NCCC2=CC=CC=C2 2-hydroxymethyl-3-methyl-N-phenethyl-benzofuran-5-sulfonamide